BrC1=CC=C2C3(CN(CC2=C1)C(=O)OC(C)(C)C)CC3 Tert-Butyl 7'-bromo-1'H-spiro[cyclopropane-1,4'-isoquinoline]-2'(3'H)-carboxylate